4-[(6-{[tris(prop-2-yl)silyl]oxy}hexyl)oxy]benzoic acid CC(C)[Si](OCCCCCCOC1=CC=C(C(=O)O)C=C1)(C(C)C)C(C)C